C(C)(C)(C)OC(=O)N1CC(C1)C1=NN2C(N(C([C@H](CC2)NC(=O)C2=NN(C=N2)CC2=CC=CC=C2)=O)C)=C1 tert-Butyl-3-[(6S)-6-[(1-benzyl-1,2,4-triazol-3-carbonyl)amino]-4-methyl-5-oxo-7,8-dihydro-6H-pyrazolo[1,5-a][1,3]diazepin-2-yl]azetidin-1-carboxylat